Methyl-(S)-2-((S)-2-(3-((tert-butoxycarbonyl)amino)-2-oxopyridin-1(2H)-yl)-3-cyclopropylpropanamido)-3-((S)-2-oxopyrrolidin-3-yl)propanoat COC([C@H](C[C@H]1C(NCC1)=O)NC([C@H](CC1CC1)N1C(C(=CC=C1)NC(=O)OC(C)(C)C)=O)=O)=O